(3S,4R)-4-((5-chloro-4-(4-fluoro-2-((2-hydroxyethyl)(methyl)amino)-1-isopropyl-1H-benzo[d]imidazol-6-yl)pyrimidin-2-yl)amino)tetrahydro-2H-pyran-3-ol ClC=1C(=NC(=NC1)N[C@H]1[C@@H](COCC1)O)C=1C=C(C2=C(N(C(=N2)N(C)CCO)C(C)C)C1)F